COC1=NC=C(C=N1)C1=NOC(N1)=O 3-(2-Methoxypyrimidin-5-yl)-1,2,4-oxadiazol-5(4H)-one